tert-butyl N-(cis-3-formylcyclobutyl)carbamate C(=O)[C@H]1C[C@H](C1)NC(OC(C)(C)C)=O